(E)-N-(3-(dimethylamino)-2-(7H-pyrrolo[2,3-d]pyrimidin-4-yl)allylidene)-N-methyl-methylammonium hexafluorophosphate F[P-](F)(F)(F)(F)F.CN(/C=C(\C=[N+](C)C)/C=1C2=C(N=CN1)NC=C2)C